ClC=1C=C(C=CC1OC(F)(F)F)C1=CN=C2C(=N1)N(N=C2)CC(=O)N(C)C 2-[6-[3-Chloro-4-(trifluoromethoxy)phenyl]pyrazolo[3,4-b]pyrazin-1-yl]-N,N-dimethyl-acetamide